C(C)(C)(C)N1N=CC(=C1)OC1=CC(=CC=C1)C 1-(tert-butyl)-4-(3-methylphenoxy)-1H-pyrazole